COC=1C=C(C(=O)NC2=CC(=CC=C2)[C@H](C)NC2=CN=C3C(=N2)N(N=C3)C)C=CC1OC (S)-3,4-dimethoxy-N-(3-(1-((1-methyl-1H-pyrazolo[3,4-b]pyrazin-6-yl)amino)ethyl)phenyl)benzamide